C(C)(C)(C)[C@@H]1CC=2C=C3C(=NC2CC1)SC(=N3)C(=O)N[C@H](CCN3CCC(CC3)O)C3=CC(=CC=C3)C(NC3CCNCC3)=O |r| rac-(7S)-7-tert-butyl-N-[rac-(1R)-3-(4-hydroxy-1-piperidyl)-1-[3-(4-piperidylcarbamoyl)phenyl]propyl]-5,6,7,8-tetrahydrothiazolo[5,4-b]quinoline-2-carboxamide